2-(pyrrolidin-1-yl)-N-(6-(thiazol-5-yl)isoquinolin-3-yl)propanamide N1(CCCC1)C(C(=O)NC=1N=CC2=CC=C(C=C2C1)C1=CN=CS1)C